C=1(C(=CC(=CC1C(=O)Cl)C(=O)Cl)C(=O)Cl)C1=CC=C(C=C1)C(=O)Cl 2,4,4',6-biphenyltetracarbonyl chloride